FC1(CN(CC[C@H]1NC1=NN2C(C(=N1)N)=C(C=C2)C2=CC=C1C(=N2)N(C(=N1)C)CCF)C1COC1)F (R)-N2-(3,3-Difluoro-1-(oxetan-3-yl)piperidin-4-yl)-5-(3-(2-fluoroethyl)-2-methyl-3H-imidazo[4,5-b]pyridin-5-yl)pyrrolo[2,1-f][1,2,4]triazine-2,4-diamine